C(C)NS(=O)(=O)N1C[C@H](CC1)NC1=C2N=CN(C2=NC(=N1)N[C@@H]([C@@H](C)O)CC)CC (S)-N-ethyl-3-((9-ethyl-2-(((2R,3R)-2-hydroxypentan-3-yl)amino)-9H-purin-6-yl)amino)pyrrolidine-1-sulfonamide